C(#N)N1CC(CC1)CNC(C1=CC=C(C=C1)C1=CC=NC=C1)=O N-((1-Cyanopyrrolidin-3-yl)methyl)-4-(pyridin-4-yl)benzamid